1,4-bis(pentadecyloxy)butane-2,3-diyl bis(4-(azetidin-1-yl)butanoate) N1(CCC1)CCCC(=O)OC(COCCCCCCCCCCCCCCC)C(COCCCCCCCCCCCCCCC)OC(CCCN1CCC1)=O